Quinazoline-8-carbaldehyde N1=CN=CC2=CC=CC(=C12)C=O